dipyridyl-imidazole N1=C(C=CC=C1)C1=C(N=CN1)C1=NC=CC=C1